C(/C1=CC=CC=C1)=C\1/N(C(/C(/NC1=O)=C/C=1N=CNC1C(C)(C)C)=O)CC(C(=O)O)C 3-((Z)-2-((Z)-benzylidene)-5-((5-(tert-butyl)-1H-imidazol-4-yl)methylene)-3,6-dioxopiperazin-1-yl)-2-methylpropanoic acid